cholest-5-ene-3β,4β-diol CC(C)CCC[C@@H](C)[C@H]1CC[C@H]2[C@@H]3CC=C4[C@H]([C@H](CC[C@]4(C)[C@H]3CC[C@]12C)O)O